O=C1NC(CCC1N1C(C2=CC=CC(=C2C1)C#CCN1C[C@H](CCC1)NC(C1=CC(=C(C=C1)[N+](=O)[O-])OC)=O)=O)=O N-[(3S)-1-{3-[2-(2,6-dioxopiperidin-3-yl)-1-oxo-3H-isoindol-4-yl]prop-2-yn-1-yl}piperidin-3-yl]-3-methoxy-4-nitrobenzamide